2-(1-(3-chloro-5-methoxyphenyl)-1H-pyrazol-4-yl)-N-(5-cyclopropyl-1H-pyrazol-3-yl)propanamide copper-tin cyanide [Sn](C#N)(C#N)(C#N)C#N.[Cu].ClC=1C=C(C=C(C1)OC)N1N=CC(=C1)C(C(=O)NC1=NNC(=C1)C1CC1)C